6-piperidin-1-ylpyrimidine-2,4-diamine-3-oxide N1(CCCCC1)C1=CC(=[N+](C(=N1)N)[O-])N